N-(3-((7H-pyrrolo[2,3-d]pyrimidin-4-yl)amino)-4-(3-cyanopiperazin-1-yl)phenyl)pyrrolidine-3-carboxamide N1=CN=C(C2=C1NC=C2)NC=2C=C(C=CC2N2CC(NCC2)C#N)NC(=O)C2CNCC2